1-p-toluenesulfonyl-indoline CC1=CC=C(C=C1)S(=O)(=O)N1CCC2=CC=CC=C12